CS(=O)(=O)CCNC(=O)C(CC(=O)OC1(CCC1)C1=CC=C(C=C1)C(F)(F)F)=C 1-(4-(trifluoromethyl)phenyl)cyclobutyl 3-((2-(methylsulfonyl)ethyl)carbamoyl)but-3-enoate